C1(=CC=CC=C1)C1=CC=C(C=C1)C1=CC=C(C=C1)C1=CC=CC=C1 4-[4-(4-phenylphenyl)phenyl]benzene